ClC=1C(=C(NC=2C(=CN=C3C=CC(=NC23)O[C@@H]2CN(CC2)C(=O)OC(C)(C)C)C#N)C=CC1OCC1CC1)F tert-Butyl (3S)-3-[[8-[3-chloro-4-(cyclopropylmethoxy)-2-fluoro-anilino]-7-cyano-1,5-naphthyridin-2-yl]oxy]pyrrolidine-1-carboxylate